C(#CCCC)O Pentyn-1-ol